CC=1C(=NC=CC1)CN1C[C@@H]2[C@H](C1)CC(C2)CCNC=2N=NC(=CC2)C=2N(N=CC2C)C N-[2-[(3aR,6aS)-2-[(3-methyl-2-pyridyl)methyl]-3,3a,4,5,6,6a-hexahydro-1H-cyclopenta[c]pyrrol-5-yl]ethyl]-6-(2,4-dimethylpyrazol-3-yl)pyridazin-3-amine